azetidin-1-ium 2,2,2-Trifluoroacetate salt FC(C(=O)[O-])(F)F.[NH2+]1CCC1